4-amino-N-(3,3-difluorocyclobutyl)-7-fluoro-N-((1'-methyl-3H-spiro[benzofuran-2,4'-piperidin]-5-yl)methyl)-1,3-dihydrofuro[3,4-c]quinoline-8-carboxamide NC1=NC=2C=C(C(=CC2C2=C1COC2)C(=O)N(CC=2C=CC1=C(CC3(CCN(CC3)C)O1)C2)C2CC(C2)(F)F)F